4-{5-[(3R)-3-(dimethylamino)pyrrolidin-1-yl]-8-[3-fluoro-4-(hydroxymethyl)-5-methylphenyl]imidazo[1,2-c]pyrimidin-7-yl}benzonitrile CN([C@H]1CN(CC1)C1=NC(=C(C=2N1C=CN2)C2=CC(=C(C(=C2)C)CO)F)C2=CC=C(C#N)C=C2)C